isoquinoline-4-carboxylic acid C1=NC=C(C2=CC=CC=C12)C(=O)O